N-[4-[2-amino-4-(3-cyanophenyl)thiazol-5-yl]-6-methyl-2-pyridyl]acetamide NC=1SC(=C(N1)C1=CC(=CC=C1)C#N)C1=CC(=NC(=C1)C)NC(C)=O